trans-2-{5-[2-(trifluoromethoxy)ethoxy]-1,3,4-oxadiazol-2-yl}-1,3-dioxan-5-amine FC(OCCOC1=NN=C(O1)[C@@H]1OC[C@H](CO1)N)(F)F